N-(1-phenylethyl)-2-(5-(trifluoromethyl)-1,2,4-oxadiazol-3-yl)-4,7-dihydrothieno[2,3-c]pyridine-6(5H)-carboxamide C1(=CC=CC=C1)C(C)NC(=O)N1CC2=C(CC1)C=C(S2)C2=NOC(=N2)C(F)(F)F